FC(C(=O)N[C@H]1[C@H](OCC2=CC=CC=C2)O[C@@H]([C@@H]([C@@H]1O)O)CO)(F)F benzyl 2-deoxy-2-trifluoroacetamido-β-D-galactopyranoside